C(C)(C)N1N=C(N=C1C1[C@H]2CC(C[C@@H]12)N1CCOCCC1)C=1C=NC=C(C1)C(F)(F)F 4-[(1R,5S)-6-[2-isopropyl-5-[5-(trifluoromethyl)-3-pyridinyl]-1,2,4-triazol-3-yl]-3-bicyclo[3.1.0]hexanyl]-1,4-oxaazepane